4-amino-7-fluoro-N,1-dimethyl-N-((5S)-2-(trifluoromethyl)-6,7-dihydro-5H-cyclopenta[b]pyridin-5-yl)-1H-pyrazolo[4,3-c]quinoline-8-carboxamide NC1=NC=2C=C(C(=CC2C2=C1C=NN2C)C(=O)N([C@H]2CCC1=NC(=CC=C12)C(F)(F)F)C)F